6-fluoro-N-(tetrahydro-2H-pyran-4-yl)-1-((2-(trimethylsilyl)ethoxy)methyl)-1H-indol-4-amine FC=1C=C(C=2C=CN(C2C1)COCC[Si](C)(C)C)NC1CCOCC1